(R)-4'-cyano-N-(1-methyl-1H-pyrrolo[3,2-c]pyridin-6-yl)-N-(piperidin-3-yl)-[1,1'-biphenyl]-4-carboxamide C(#N)C1=CC=C(C=C1)C1=CC=C(C=C1)C(=O)N([C@H]1CNCCC1)C1=CC2=C(C=N1)C=CN2C